iso-Butylparaben C(C(C)C)OC(=O)C1=CC=C(O)C=C1